S1SCC=C1 racemic-dithiol